2-Bromo-5-ethyl-4,5,6,7-tetrahydropyrazolo[1,5-a]pyrazine BrC1=NN2C(CN(CC2)CC)=C1